N-(6-(4-((1H-pyrazol-5-yl)methyl)piperazin-1-yl)-2,2-dimethyl-2,3-dihydrobenzofuran-5-yl)pyrazolo[1,5-a]pyrimidine-3-carboxamide N1N=CC=C1CN1CCN(CC1)C1=CC2=C(CC(O2)(C)C)C=C1NC(=O)C=1C=NN2C1N=CC=C2